N-(2,6-dimethyl-4-(6-(trifluoromethoxy)-3,4-dihydroisoquinolin-2(1H)-yl)phenyl)-3,3-dimethylbutyramide CC1=C(C(=CC(=C1)N1CC2=CC=C(C=C2CC1)OC(F)(F)F)C)NC(CC(C)(C)C)=O